FC1=C(CC2=NC(=NN2)C(=O)N[C@@H]2C(N(C3=C(OC2)C=CC(=C3)C#CC(C)(C)O)C)=O)C=CC(=C1)F (S)-5-(2,4-difluorobenzyl)-N-(7-(3-hydroxy-3-methylbut-1-yn-1-yl)-5-methyl-4-oxo-2,3,4,5-tetrahydrobenzo[b][1,4]oxazepin-3-yl)-1H-1,2,4-triazole-3-carboxamide